(R)-N-(5-(4-(5-fluoropyridin-2-yl)-3-(methoxymethyl)piperazin-1-yl)pyrazin-2-yl)-6-(1-methyl-1H-pyrazol-4-yl)nicotinamide FC=1C=CC(=NC1)N1[C@H](CN(CC1)C=1N=CC(=NC1)NC(C1=CN=C(C=C1)C=1C=NN(C1)C)=O)COC